(4-(3-amino-1H-indazol-5-yl)pyridine-2-yl)-3-benzylurea NC1=NNC2=CC=C(C=C12)C1=CC(=NC=C1)NC(=O)NCC1=CC=CC=C1